F[C@H]\1[C@@]2(CCC[C@H](C/C1=C\C1=CC=C(N=N1)C1=C(C=C(C=C1)N1C=NC=C1)O)N2)C 2-(6-((E)-((1S,2R,5R)-2-fluoro-1-methyl-9-azabicyclo[3.3.1]nonan-3-ylidene)methyl)pyridazin-3-yl)-5-(1H-imidazol-1-yl)phenol